4-(5H-pyrrolo[2,3-b]pyrazin-2-yl)piperazin N1=C2C(=NC=C1N1CCNCC1)NC=C2